N-(4-((2-amino-3-((4-methylpiperazin-1-yl)methyl)pyridin-4-yl)oxy)-3-fluorophenyl)-1-(pyrimidin-2-yl)-5-(trifluoromethyl)-1H-pyrazole-4-carboxamide NC1=NC=CC(=C1CN1CCN(CC1)C)OC1=C(C=C(C=C1)NC(=O)C=1C=NN(C1C(F)(F)F)C1=NC=CC=N1)F